NC(C(CC1=NNC=C1)NC(=O)[C@H](CC(C)C)NC(=O)C=1NC2=CC=CC(=C2C1)OC)=O N-[(1S)-1-[[2-amino-2-oxo-1-(1H-pyrazol-3-ylmethyl)ethyl]carbamoyl]-3-methyl-butyl]-4-methoxy-1H-indole-2-carboxamide